propyl-4'-propargyl-4-biphenylsulfonamide C(CC)C1=C(C=CC(=C1)S(=O)(=O)N)C1=CC=C(C=C1)CC#C